(1R,2R)-2-fluoro-N-(4-{6-[(1Z)-1-(hydroxyimino)ethyl]-4-methylpyridin-3-yl}imidazo[1,2-a]1,6-naphthyridin-8-yl)cyclopropane-1-carboxamide F[C@H]1[C@H](C1)C(=O)NC1=NC=C2C=C(C=3N(C2=C1)C=CN3)C=3C=NC(=CC3C)\C(\C)=N/O